FC=1C=C(CC2CN(C2)C(=O)[C@@H]2CC[C@H]3N2C([C@H](C[C@H]2[C@@H](C3)C2)NC(=O)C2=CC3=C(S2)C=CC=C3)=O)C=CC1 2-(((3S,6S,7aS,8aR,9aR)-3-(3-(3-fluorobenzyl)azetidine-1-carbonyl)-5-oxodecahydro-1H-cyclopropa[d]pyrrolo[1,2-a]azocin-6-yl)carbamoyl)benzo[b]thiophen